C1(=CC=CC=C1)C=1C(=C(C=CC1)O)CC#C phenyl-propargyl-phenol